2-pyridinyl-4-hydroxy-5-pyrimidinecarboxylic acid N1=C(C=CC=C1)C1=NC=C(C(=N1)O)C(=O)O